[C@H]12CC(C[C@H](CC1)N2)SC2=CN=C(N=N2)C2=C(C=C(C(=C2)F)N2C=NC=C2)O 2-(6-(((1R,3s,5S)-8-azabicyclo[3.2.1]octan-3-yl)thio)-1,2,4-triazin-3-yl)-4-fluoro-5-(1H-imidazol-1-yl)phenol